N-((3aR,6aS)-2-Cyanohexahydrocyclopenta[c]pyrrol-3a(1H)-yl)-5-(2-phenoxyphenyl)-1H-pyrazol-3-carboxamid C(#N)N1C[C@H]2[C@@](C1)(CCC2)NC(=O)C2=NNC(=C2)C2=C(C=CC=C2)OC2=CC=CC=C2